N[C@H]1CS(C2=C(N(C1=O)CC1=CC=C(C=C1)C1=CC=C(C=C1)OC)C=C(C(=C2)F)C=2C=NC(=C(C2)C)C)(=O)=O (3R)-3-amino-7-(5,6-dimethyl-3-pyridinyl)-8-fluoro-5-[[4-(4-methoxyphenyl)phenyl]methyl]-1,1-dioxo-2,3-dihydro-1λ6,5-benzothiazepine-4-One